5-decaen-1-ol C(CCCC=CCCCC)O